N-(5-Chloro-6-(5-(methoxymethyl)-1H-1,2,3-triazol-1-yl)pyridin-3-yl)-1-(chinolin-5-yl)-5-(trifluoromethyl)-1H-pyrazol-4-carboxamid ClC=1C=C(C=NC1N1N=NC=C1COC)NC(=O)C=1C=NN(C1C(F)(F)F)C1=C2C=CC=NC2=CC=C1